1-(3-(2,3-dichlorophenyl)-5-methylimidazo[1,5-a]pyrazin-8-yl)-4-methylpiperidin-4-amine ClC1=C(C=CC=C1Cl)C1=NC=C2N1C(=CN=C2N2CCC(CC2)(N)C)C